NC1CCN(CC1)C1=C(C=NC2=CC=C(C=C12)C=1C(=C(C#N)C=CC1)O)C1=CC(=CC(=C1)F)F 3-[4-(4-amino-piperidin-1-yl)-3-(3,5-difluoro-phenyl)-quinolin-6-yl]-2-hydroxybenznitrile